O1[C@@H](CC1)CNC=1C(=NC=CC1)C(=O)[O-] ((((S)-oxetan-2-yl)methyl)amino)picolinate